CCCCC/C=C\C=C\CCCCCCCCC(=O)OC Methyl 10-Trans,12-cis-octadecadienoate